ClC1=CC=C2C(=C(N(C2=C1F)C=1C=NN(C1)CCC)C1CC1)SC=1C(=C(C=CC1)CC(=O)O)F 2-(3-((6-chloro-2-cyclopropyl-1-(1-propyl-1H-pyrazol-4-yl)-7-fluoro-1H-indol-3-yl)thio)-2-fluorophenyl)acetic acid